2,6-dimethyl-4-(3-nitrophenyl)-1,4-dihydro-3,5-pyridinedicarboxylic acid-2-methoxyethyl-(1-methylethyl) ester COCCC(C)(C)OC(=O)C1=C(NC(=C(C1C1=CC(=CC=C1)[N+](=O)[O-])C(=O)O)C)C